C1(=CC=CC=C1)C1=C2N(C(C(=C1)NC1=NC=NC=C1)=O)C1(CCCCC1)NC2=O 8-phenyl-6-(pyrimidin-4-ylamino)spiro[2H-imidazo[1,5-a]pyridine-3,1'-cyclohexane]-1,5-dione